C(C)(C)OC1=CC=C(C=C1)C1=CC=C(C=C1)OC(C)C diisopropyloxy-1,1-biphenyl